glycerol mononervonate C(CCCCCCCCCCCCC\C=C/CCCCCCCC)(=O)OCC(O)CO